N[C@H]1CN(C[C@@H]1CO)C(=O)OC(C)(C)C tert-butyl (3R,4S)-3-amino-4-(hydroxymethyl)pyrrolidine-1-carboxylate